4-[(5-{[2-chloro-4-(phenyloxy)phenyl]carbonyl}-7H-pyrrolo[2,3-d]pyrimidin-4-yl)amino]butan ClC1=C(C=CC(=C1)OC1=CC=CC=C1)C(=O)C1=CNC=2N=CN=C(C21)NCCCC